glycerol tri(2-ethyl-2,5-dimethylhexanoate) C(C)C(C(=O)OCC(OC(C(CCC(C)C)(C)CC)=O)COC(C(CCC(C)C)(C)CC)=O)(CCC(C)C)C